C(C1=CC=CC=C1)NC1=C2N=CN(C2=NC(=N1)C=1C=NC=C(C1)OC)[C@H]1[C@@H]([C@@H]([C@H](O1)C(=O)NC)O)O (2S,3S,4R,5R)-5-(6-(benzylamino)-2-(5-methoxypyridin-3-yl)-9H-purin-9-yl)-3,4-diHydroxy-N-methyl-tetrahydrofuran-2-carboxamide